CCCCCCCCCCCCSP(SCCCCCCCCCCCC)SCCCCCCCCCCCC Trilauryl Trithio Phosphite